4-amino-2-methylbenzoic acid NC1=CC(=C(C(=O)O)C=C1)C